ClC=1C(=NC=C(C1)C1=CC=C(C=C1)N1C[C@@H](CC1)OC)N (R)-3-chloro-5-(4-(3-methoxypyrrolidin-1-yl)phenyl)pyridin-2-amine